N-((5-methyl-1H-pyrazol-1-yl)methyl)acetamide CC1=CC=NN1CNC(C)=O